FC1=C(C(=O)O)C(=C(C=C1F)NS(=O)(=O)CCC)F 2,3,6-trifluoro-5-(propylsulfonylamino)benzoic acid